C1(CC1)C1=CC=C2C(N(C(N(C2=C1)CC1=CC=C(C(=O)NO)C=C1)=O)CCC1=CC=CC=C1)=O 4-((7-cyclopropyl-2,4-dioxo-3-phenethyl-3,4-dihydroquinazolin-1(2H)-yl)methyl)-N-hydroxybenzoamide